chromium oxide (chromate) [Cr](=O)(=O)([O-])[O-].[O-2].[Cr+4]